N,N-Dimethyltetradecan-amid CN(C(CCCCCCCCCCCCC)=O)C